PYRIMIDO-ISOCHINOLIN C1=NC=NC=2C=CC=3C=CN=CC3C21